FC1=CC=C(C=C1)CC=O (4-FLUORO-PHENYL)-ACETALDEHYDE